(S)-1,1'-binaphthyl-2,2'-diamine platinum [Pt].C=1(C(=CC=C2C=CC=CC12)N)C=1C(=CC=C2C=CC=CC12)N